3-((3S,4S)-4-((tert-butoxycarbonyl)amino)-3-methyl-2-oxa-8-azaspiro[4.5]decan-8-yl)-6-((8-Chloroimidazo[1,2-a]pyridin-7-yl)thio)-5-methylpyrazine-2-carboxylate C(C)(C)(C)OC(=O)N[C@@H]1[C@@H](OCC12CCN(CC2)C=2C(=NC(=C(N2)C)SC2=C(C=1N(C=C2)C=CN1)Cl)C(=O)[O-])C